N-[4-chloro-1-(propan-2-yl)-1H-pyrazol-3-yl]-4-methyl-3-[2-(pyridin-3-yl)ethynyl]benzamide ClC=1C(=NN(C1)C(C)C)NC(C1=CC(=C(C=C1)C)C#CC=1C=NC=CC1)=O